N(=O)[O-].[Hg+] Mercury nitrite